COC1=C2C(C(=C(OC2=CC(=C1)OC)C1=CC(=C(C(=C1)OC)OC)OC)OCCCCSC1=NC=NC2=CC(=CC=C12)F)=O 5,7-dimethoxy-3-(4-((7-fluoroquinazolin-4-yl)thio)butoxy)-2-(3,4,5-trimethoxyphenyl)-4H-chromen-4-one